ClC(=C)C(F)(Cl)Cl 2,3,3-trichloro-3-fluoropropene